(2R)-2-(6-{5-chloro-2-[(oxacyclohex-4-yl)amino]pyrimidin-4-yl}-1-oxo-2,3-dihydro-1H-isoindol-2-yl)-N-[(1R)-1-(5-fluoro-2-methoxypyridin-4-yl)ethyl]propionamide ClC=1C(=NC(=NC1)NC1CCOCC1)C1=CC=C2CN(C(C2=C1)=O)[C@@H](C(=O)N[C@H](C)C1=CC(=NC=C1F)OC)C